3-(((2,6-dioxopiperidin-3-yl)methyl)amino)phenyl sulfurofluoridate S(OC1=CC(=CC=C1)NCC1C(NC(CC1)=O)=O)(=O)(=O)F